1,3,5-triisopropenylbenzene C(=C)(C)C1=CC(=CC(=C1)C(=C)C)C(=C)C